CC1=NC(=C(C#N)C(=C1)C(F)(F)F)NCC(N1CC=2N(CC1)C(=NN2)C(F)(F)F)=O 6-methyl-2-((2-oxo-2-(3-(trifluoromethyl)-5,6-dihydro-[1,2,4]triazolo[4,3-a]pyrazin-7(8H)-yl)ethyl)amino)-4-(trifluoromethyl)nicotinonitrile